Ethyl 2-(2,6-dimethyl-4-((4-(5-(trifluoromethyl) pyridin-2-yl) piperazin-1-yl) methyl) phenoxy)-2-methylpropionate CC1=C(OC(C(=O)OCC)(C)C)C(=CC(=C1)CN1CCN(CC1)C1=NC=C(C=C1)C(F)(F)F)C